C(C#C)N1C=[NH+]C=C1 1-propargylimidazolium